ClC=1C2=C(N=CN1)C(=C(N2CCNC(C(F)(F)F)=O)C=2SC=CC2Cl)Cl N-[2-[4,7-dichloro-6-(3-chlorothiophen-2-yl)pyrrolo[3,2-d]pyrimidin-5-yl]ethyl]-2,2,2-trifluoroacetamide